N-(5-(4-chloro-2-(3-(4-methylpiperazine-1-carbonyl)phenyl)-1H-pyrrolo[2,3-b]pyridin-3-yl)-2-methylphenyl)acrylamide ClC1=C2C(=NC=C1)NC(=C2C=2C=CC(=C(C2)NC(C=C)=O)C)C2=CC(=CC=C2)C(=O)N2CCN(CC2)C